NC1=C2N(C(N(C2=NC=N1)[C@H]1[C@H](CNCC1)F)=O)C1=CC=C(C=C1)OC1=CC=CC=C1 |o1:10,11| Rel-6-amino-9-[(3S,4R)-3-fluoropiperidin-4-yl]-7-(4-phenoxyphenyl)purin-8-one